C1(=CC=CC=2C(=CC=CC12)S(=O)(=O)[O-])S(=O)(=O)[O-] 1,5-naphthalene-disulfonate